N-(5-Methyl-1H-indazol-4-yl)-5-((6-methylpyridin-2-yl)amino)-1,3,4-thiadiazole-2-carboxamide CC=1C(=C2C=NNC2=CC1)NC(=O)C=1SC(=NN1)NC1=NC(=CC=C1)C